decadienyl-carnitine C(=CC=CCCCCCC)C(O)(C[N+](C)(C)C)CC([O-])=O